NC1(CCNCC1)C 4-amino-4-methyl-piperidine